BrC1=CC2=C(C=C1)C1(C(N(C(N1)=O)C)=O)CO2 6-bromo-3'-methyl-spiro[2H-benzofuran-3,5'-imidazolidine]-2',4'-dione